2-((1-(2-(Ethylsulfonyl)-3,6-dimethyl-4-oxo-1,4-dihydroquinolin-8-yl)ethyl)amino)benzoic acid ethyl ester C(C)OC(C1=C(C=CC=C1)NC(C)C=1C=C(C=C2C(C(=C(NC12)S(=O)(=O)CC)C)=O)C)=O